[[1,1'-binaphthalene]-2,2'-diylbis(oxy[1,2'-binaphthalene]-1',4'-diyl)]dimethanol C1(=C(C=CC2=CC=CC=C12)OC1=C(C=C(C2=CC=CC=C12)CO)C1=CC=CC2=CC=CC=C12)C1=C(C=CC2=CC=CC=C12)OC1=C(C=C(C2=CC=CC=C12)CO)C1=CC=CC2=CC=CC=C12